FC1=C(C(=CC=C1)F)[C@@H]1CC(=NO1)C=1N=C(SC1)C1CCN(CC1)C(CN1N=C(C=C1C)C(F)(F)F)=O 1-(4-{4-[(5S)-5-(2,6-difluorophenyl)-4,5-dihydro-1,2-oxazol-3-yl]-1,3-thiazole-2-yl}piperidin-1-yl)-2-[5-methyl-3-(trifluoromethyl)-1H-pyrazol-1-yl]ethanone